BrC1=C(C=C(C=C1)I)COC1CC1 bromo-2-(cyclopropoxymethyl)-4-iodobenzene